ClC1=CC=C(C(=N1)C=1C=CC2=C(C=NOB2O)C1)N[C@@H](C)C=1C=C(C=C2C(C(=C(OC12)C(C)C)C)=O)C (S)-8-(1-((6-chloro-2-(1-hydroxy-1H-benzo[d][1,2,6]oxazaborinin-6-yl)pyridin-3-yl)amino)ethyl)-2-isopropyl-3,6-dimethyl-4H-chromen-4-one